FC(C[C@H](C(=O)NC1=NC=CC(=C1)C=1C(=C2C(=NC(=CN2)OC)N1)C1=NC=CC=C1)C1=CC=C(C=C1)F)F (2S)-4,4-Difluoro-2-(4-fluorophenyl)-N-{4-[3-methoxy-7-(pyridin-2-yl)-1H-pyrrolo[2,3-b]pyrazin-6-yl]pyridin-2-yl}butanamid